(E)-2-((2-((4-(((3-(1-(but-2-enoyl)piperidine-3-yl)phenyl)amino)methyl)phenyl)amino)-5-(trifluoromethyl)pyrimidin-4-yl)amino)-N-methylbenzamide C(\C=C\C)(=O)N1CC(CCC1)C=1C=C(C=CC1)NCC1=CC=C(C=C1)NC1=NC=C(C(=N1)NC1=C(C(=O)NC)C=CC=C1)C(F)(F)F